methyl 4-[[1-(2-fluoro-4-pyridyl)-3-(trifluoromethyl)-5,6-dihydro-4H-pyrazolo[3,4-b]pyridine-7-yl]methyl]benzoate FC1=NC=CC(=C1)N1N=C(C2=C1N(CCC2)CC2=CC=C(C(=O)OC)C=C2)C(F)(F)F